[C@H]12COC[C@H](CC1)N2C=2C1=C(N=CN2)NC(=C1)C1=CC=C(C=C1)NC(C1=NC=CC(=C1)CN1C[C@@H](CCC1)NC(C(=C)CS(=O)(=O)C)=O)=O N-(4-(4-((1R,5S)-3-oxa-8-azabicyclo[3.2.1]octan-8-yl)-7H-pyrrolo[2,3-d]pyrimidin-6-yl)phenyl)-4-(((R)-3-(2-((methylsulfonyl)methyl)acrylamido)piperidin-1-yl)methyl)picolinamide